3-(3-chloro-4-methoxyphenyl)-1,4,5,7-tetrahydropyrano[3,4-c]pyrazole ClC=1C=C(C=CC1OC)C=1C2=C(NN1)COCC2